ThiazoleLactam S12(C=NC=C1N2)=O